ClC=1C=C(C=C(C1)Cl)N1CCN(CC1)S(=O)(=O)C1=CC=C(C=C1)NC(C1=C(C=CC(=C1)C=O)N(S(=O)(=O)C)C)=O N-[4-[4-(3,5-dichlorophenyl)piperazin-1-yl]sulfonylphenyl]-5-formyl-2-[methyl(methylsulfonyl)amino]benzamide